C1(CCCCCC1)N1N=C(C=C1CC(C)C)NC1=C(C(=O)[O-])C=C(C=N1)C=1SC=CC1 2-((1-cycloheptyl-5-isobutyl-1H-pyrazol-3-yl)amino)-5-(thiophen-2-yl)nicotinate